C(#N)C1=NC=C(C=C1)F 2-cyano-5-fluoropyridin